6-(1-hydroxyethyl)-4-methoxynicotinonitrile OC(C)C1=NC=C(C#N)C(=C1)OC